ClC=1C=CC2=C(CCCCN2C(C2=C(C=C(C=C2)[N+](=O)[O-])C)=O)C1 7-chloro-1,2,3,4-tetrahydro-1-(2-methyl-4-nitrobenzoyl)-5H-1-benzazepin